N-(2-hydroxyethyl)-4-((3-(4-methoxy-phenyl)imidazo[1,2-a]pyrazin-8-yl)amino)-N,2-dimethylbenzamide OCCN(C(C1=C(C=C(C=C1)NC=1C=2N(C=CN1)C(=CN2)C2=CC=C(C=C2)OC)C)=O)C